BrC=1C=NN2C1C(=C(C=C2C#N)Br)N2C[C@@]1(C[C@@]1(C2)C(F)(F)F)C=2OC(=NN2)C2CCN(CC2)C 3,5-Dibromo-4-((1S,5R)-1-(5-(1-methylpiperidin-4-yl)-1,3,4-oxadiazol-2-yl)-5-(trifluoromethyl)-3-azabicyclo[3.1.0]hexan-3-yl)pyrazolo[1,5-a]pyridine-7-carbonitrile